FC1=C(C2=C(CCO2)C=C1C1(NC(=CC(=N1)NC)C)N)C=1CC[C@@H](NCC1)CF |o1:23| 2-[6-fluoro-7-[rel-(2R)-2-(fluoromethyl)-2,3,4,7-tetrahydro-1H-azepin-5-yl]-2,3-dihydrobenzofuran-5-yl]-N4,6-dimethyl-pyrimidine-2,4-diamine